Br[Ag]Cl.[I] iodine bromosilver chloride